CC1=C(C=CC(=N1)C1C(NC(CC1)=O)=O)N1CCNCC1 3-(6-methyl-5-(piperazin-1-yl)pyridin-2-yl)piperidine-2,6-dione